CC(C)C=1N2C(=NN1)C(CC2)CCN2CC(CC2)N2C=CC1=CC=CC=C21 (1-(2-(3-(propan-2-yl)-5H,6H,7H-pyrrolo[2,1-C][1,2,4]triazol-7-yl)ethyl)pyrrolidin-3-yl)-1H-indole